FC(C1=NC2=CC=CC=C2C(=C1)N1CCN(CC1)C(=O)[C@H]1CN(CCC1)C(=O)OC(C)(C)C)(F)F (R)-tert-butyl 3-(4-(2-(trifluoromethyl)quinolin-4-yl)piperazine-1-carbonyl)piperidine-1-carboxylate